5-Octadiynyl-uracil tert-butyl-(S)-((2'-chloro-6-methoxy-3'-methyl-[2,4'-bipyridin]-5-yl)methyl)((5-oxopyrrolidin-2-yl)methyl)carbamate C(C)(C)(C)[C@@H](C1NC(CC1)=O)N(C(O)=O)CC=1C=CC(=NC1OC)C1=C(C(=NC=C1)Cl)C.C(#CC#CCCCC)C=1C(NC(NC1)=O)=O